morpholin-2-ylmethanol N1CC(OCC1)CO